(2-(4-(Trifluoromethoxy)phenyl)thiazol-4-yl)methanol FC(OC1=CC=C(C=C1)C=1SC=C(N1)CO)(F)F